4-(6-sulfamoylamino-2-azaspiro[3.3]heptan-2-yl)-6,7-dimethoxyquinazoline mono-sodium di-tetradecyl-phosphate C(CCCCCCCCCCCCC)OP(=O)(OCCCCCCCCCCCCCC)[O-].[Na+].S(N)(=O)(=O)NC1CC2(CN(C2)C2=NC=NC3=CC(=C(C=C23)OC)OC)C1